9-(3-bromo-2-methyl-phenoxy)nonanal BrC=1C(=C(OCCCCCCCCC=O)C=CC1)C